ethyl 4-fluoro-6-hydroxy-indane-2-carboxylate FC1=C2CC(CC2=CC(=C1)O)C(=O)OCC